4-(4-amino-5-(4-aminophenyl)pyrrolo[2,1-f][1,2,4]triazin-7-yl)piperidine-1-carboxylic acid tert-butyl ester C(C)(C)(C)OC(=O)N1CCC(CC1)C1=CC(=C2C(=NC=NN21)N)C2=CC=C(C=C2)N